OCC=1C=C(C=CC1C1CN(CC1)C(=O)C1=NC(=CN=C1)NC)C1=C(C=CC=C1)C(C)C [3-(3-Hydroxymethyl-2'-isopropyl-biphenyl-4-yl)-pyrrolidin-1-yl]-(6-methylamino-pyrazin-2-yl)-methanone